FC=1C(C#N)=CC(CC1)=CC1OC(C2=CC=CC=C12)=O 2-fluoro-5-(3-oxo-3H-isobenzofuran-1-ylmethylene)benzonitrile